C(C)(C)(C)OP(=S)(OC(C)(C)C)O.C(CCCCCCCCCCCCC)N tetradecylamine di-t-butylthiophosphate